The molecule is a galactosamine sulfate that is N-acetyl-beta-D-galactosamine in which the hydroxy group at position 4 has been converted into its sulfate derivative. It derives from a N-acetyl-beta-D-galactosamine. CC(=O)N[C@@H]1[C@H]([C@H]([C@H](O[C@H]1O)CO)OS(=O)(=O)O)O